C(#N)C1=CC(=C(COC2=NC(=NC=C2)N2CCN(C3CC23)C(=O)OC(C)(C)C)C=C1)F tert-Butyl 5-(4-((4-cyano-2-fluorobenzyl)oxy)pyrimidin-2-yl)-2,5-diazabicyclo[4.1.0]heptane-2-carboxylate